4,4-difluoro-1-[6-[[4-(5-methoxy-3-pyridyl)triazol-1-yl]methyl]pyridazin-3-yl]piperidin-3-amine dihydrochloride Cl.Cl.FC1(C(CN(CC1)C=1N=NC(=CC1)CN1N=NC(=C1)C=1C=NC=C(C1)OC)N)F